8-(1,3-Dimethyl-1H-pyrazol-4-yl)-1-(3-fluoro-5-methoxy-pyridin-4-yl)-7-methoxy-1,3-dihydroimidazo[4,5-c]quinolin-2-one CN1N=C(C(=C1)C1=CC=2C3=C(C=NC2C=C1OC)NC(N3C3=C(C=NC=C3OC)F)=O)C